CC1=C(C=CC(=C1[N+](=O)[O-])C)SCC1=CC=CC=C1 Benzyl (2,4-dimethyl-3-nitrophenyl) sulfide